5-((4-methoxybenzyl)oxy)pent-1-yn-3-ol COC1=CC=C(COCCC(C#C)O)C=C1